C1=C(C=CC=2C(C3=CC=CC=C3C(C12)=O)=O)C(C)OC(=O)N1C=NC=C1 1-(9,10-anthraquinone-2-yl)ethyl-imidazole-1-carboxylate